2-(2-Chloro-2,2-difluoroacetylamino)-5,6-dihydro-4H-cyclopenta[b]thiophen ClC(C(=O)NC1=CC2=C(S1)CCC2)(F)F